BrC1=CC=C(C=C1)[C@@H]1[C@H](CN(CC1)C(=O)OC(C)(C)C)F tertbutyl (3R,4R)-4-(4-bromophenyl)-3-fluoro-piperidine-1-carboxylate